N-[6-(difluoromethyl)-2-pyridinyl]-6-isopropoxy-2-(4-piperidinyl)indazole-5-carboxamide FC(C1=CC=CC(=N1)NC(=O)C1=CC2=CN(N=C2C=C1OC(C)C)C1CCNCC1)F